FC(C1=CC=C(C=C1)NC=1OC2=C(N1)C=CC=C2)(F)F N-(4-(trifluoromethyl)phenyl)benzo[d]oxazol-2-amine